[2H]C(N1C=C(C2=NC=C(C=C21)C=2C(=NOC2C)C)C=2C(=NN(C2)C)C)(C2CCC(CC2)(F)F)[2H] 4-[1-[dideuterio-(4,4-difluorocyclohexyl)methyl]-3-(1,3-dimethylpyrazol-4-yl)pyrrolo[3,2-b]pyridin-6-yl]-3,5-dimethyl-isoxazole